7-chloro-1-(cyclopropylamino)-2,6-naphthyridine-3-carbonitrile ClC1=NC=C2C=C(N=C(C2=C1)NC1CC1)C#N